propylnitrophenol C(CC)C=1C(=C(C=CC1)O)[N+](=O)[O-]